NC1=C2C(=NC=N1)N(N=C2C=2C=CC(=NC2)NC(=O)NC2=NOC(=C2)C2(CC2)C(F)(F)F)C2CC2 1-(5-(4-AMINO-1-CYCLOPROPYL-1H-PYRAZOLO[3,4-D]PYRIMIDIN-3-YL)PYRIDIN-2-YL)-3-(5-(1-(TRIFLUOROMETHYL)CYCLOPROPYL)ISOXAZOL-3-YL)UREA